FC1(CCN(CCC1)C1=C(C(=O)NC2=CC(=NC=C2)S(N)(=O)=O)C=CC(=N1)OC)F 2-(4,4-difluoroazepan-1-yl)-6-methoxy-N-(2-sulfamoylpyridin-4-yl)nicotinamide